P(O)(OCO[C@H]1O[C@H]([C@@H]([C@@H]1O[Si](C)(C)C(C)(C)C)OC)N1C(NC(C=C1)=O)=O)=O hydrogen ((((2R,3S,4R,5R)-3-((tert-butyldimethylsilyl) oxy)-5-(2,4-dioxo-3,4-dihydropyrimidin-1(2H)-yl)-4-methoxytetrahydrofuran-2-yl) oxy) methyl) phosphonate